CN(C1=CC2=C(C(=C3C([Si]2(C=C)C2=CC=CC=C2)=CC(C=C3)=[N+](C)C)C3=C(C=CC=C3)C)C=C1)C N-(7-(Dimethylamino)-5-phenyl-10-(o-tolyl)-5-vinyldibenzo[b,e]silin-3(5H)-ylidene)-N-methylmethanaminium